2-[(2E)-2-(aminomethyl)-3-fluoroprop-2-en-1-yl]-4-(6'-fluoro-5'-methyl-2,3'-bipyridin-6-yl)-2,4-dihydro-3H-1,2,4-triazol-3-one hydrochloride Cl.NC/C(/CN1N=CN(C1=O)C1=CC=CC(=N1)C=1C=NC(=C(C1)C)F)=C\F